N-vinyl-N-methyl-acetamide tert-Butyl-(R)-2-benzyl-7-oxoazepane-1-carboxylate C(C)(C)(C)OC(=O)N1[C@H](CCCCC1=O)CC1=CC=CC=C1.C(=C)N(C(C)=O)C